tert-Butyl 4-(1,5-Diphenyl-1H-1,2,4-triazole-3-carbonyl)piperazine-1-carboxylate C1(=CC=CC=C1)N1N=C(N=C1C1=CC=CC=C1)C(=O)N1CCN(CC1)C(=O)OC(C)(C)C